CN([C@@H](C(C)C)C(=O)OC(C)(C)C)C(=O)[C@@H]1CN(CC1)C(C#CCN1CCOCC1)=O tert-butyl N-methyl-N-((S)-1-(4-morpholinobut-2-ynoyl) pyrrolidine-3-carbonyl)-L-valinate